COC=1C=C(C=CC1)C=1C=C(C=C2C=CC(OC12)(C)C)C(=O)NCC1=CC2=C(NC1=O)CCC2 8-(3-methoxyphenyl)-2,2-dimethyl-N-[(2-oxo-2,5,6,7-tetrahydro-1H-cyclopenta[b]pyridin-3-yl)methyl]-2H-chromen-6-carboxamide